N1=CC=CC2=CC=CC(=C12)NC(CC1C(CC(C1)C)C)=O N-(quinolin-8-yl)-2-(2,4-dimethylcyclopentyl)acetamide